OC1=C(C=CC=C1)C(CC1CCN(CC1)C)C1=C(C=CC=C1)O 4-(2,2-bis(2-hydroxyphenyl)-ethyl)-1-methylpiperidine